8-((6-chloropyridin-3-yl)methyl)-3-(3-methylbutan-2-yl)pyrido[2,3-d]pyrimidine-2,4(3h,8h)-dione ClC1=CC=C(C=N1)CN1C=CC=C2C1=NC(N(C2=O)C(C)C(C)C)=O